CN(S(=O)(=O)C(C)(C)C)C1(COC1)C=1C=C(C=CC1)NC(\C(\C(C)=O)=N/O)=O (Z)-N-(3-(3-(N,2-dimethylpropan-2-ylsulfonamido)oxetan-3-yl)phenyl)-2-(hydroxyimino)-3-oxobutanamide